(3R,5R)-1-methyl-5-phenylpiperidin-3-amine dihydrochloride Cl.Cl.CN1C[C@@H](C[C@@H](C1)C1=CC=CC=C1)N